C(C)(C)(C)C1=NN=C(O1)C(=O)NCC1=C(C(=C(C=C1)C1=NC=NN2C1=CC(=C2)N2CCOCC2)F)Cl 5-(tert-butyl)-N-(2-chloro-3-fluoro-4-(6-morpholinopyrrolo[2,1-f][1,2,4]triazin-4-yl)benzyl)-1,3,4-oxadiazole-2-carboxamide